2,13-bis(carboxymethyl)-6,9-dioxa-3,12-diazatetradecanedioic acid C(=O)(O)CC(C(=O)O)NCCOCCOCCNC(C(=O)O)CC(=O)O